ethyl (E)-4-(methyl (2,3,4-trifluorophenyl) amino)-4-oxobut-2-enoate CN(C(/C=C/C(=O)OCC)=O)C1=C(C(=C(C=C1)F)F)F